ClC1=C(N=C(S1)Cl)CC(C(=O)OCCOCC)NC(C)=O 2-ethoxyethyl 3-(dichloro-1,3-thiazol-4-yl)-2-acetamidopropanoate